CC1(CC1)NC(O[C@@H]1CO[C@@H](C1)C1=CC(=NN1)NC(CC1=CC(=NO1)C)=O)=O (cis)-(3S,5S)-5-(3-(2-(3-methylisoxazol-5-yl)acetamido)-1H-pyrazol-5-yl)tetrahydrofuran-3-yl (1-methylcyclopropyl)carbamate